6-(2-chlorophenyl)-2-[(4-{4-[2-(dimethylamino)ethyl]piperazin-1-yl}phenyl)amino]imidazo[1,2-a]pyrimido[5,4-e]pyrimidin-5(6H)-one ClC1=C(C=CC=C1)N1C=2N(C3=C(C1=O)C=NC(=N3)NC3=CC=C(C=C3)N3CCN(CC3)CCN(C)C)C=CN2